Cl[Si](C=C)(C)C1=CC=C(C=C1)OC chloro(4-methoxyphenyl)(methyl)(vinyl)silane